FC(C1=NN=C(S1)[C@@H](C)NC(OC(C)(C)C)=O)(F)F Tert-butyl {(1R)-1-[5-(trifluoromethyl)-1,3,4-thiadiazol-2-yl]ethyl}carbamate